tert-butyl (R)-4-(4-(3-methyl-2,6-dioxopiperidin-3-yl)phenyl)-3,6-dihydropyridine-1(2H)-carboxylate C[C@]1(C(NC(CC1)=O)=O)C1=CC=C(C=C1)C=1CCN(CC1)C(=O)OC(C)(C)C